ClC1=C(C=CC(=C1F)OCC#N)C1=CN=C2N1C=CN=C2NC2=CC(=C(C(=O)NCCOCCN(C)C)C=C2)CC 4-[[3-[2-chloro-4-(cyanomethoxy)-3-fluoro-phenyl]imidazo[1,2-a]pyrazin-8-yl]amino]-N-[2-[2-(dimethylamino)ethoxy]ethyl]-2-ethyl-benzamide